N1=CC(=CC=C1)B(O)O 3-pyridylboronic acid